2-(2,6-Dichlorophenyl)-9-(1-((4-fluorotetrahydro-2H-pyran-4-yl)methyl)-1H-pyrazol-4-yl)imidazo[2,1-f][1,6]naphthyridine-3-carboxamide ClC1=C(C(=CC=C1)Cl)C=1N=C2C=3C=C(C=NC3C=CN2C1C(=O)N)C=1C=NN(C1)CC1(CCOCC1)F